NC1=CC(C(NC1=NC=1C(=NN2C1C=CC=C2)NCCN(C)C)=NC=2C(=NN1C2C=CC=C1)NCCN(C)C)=N N3,N3'-(5-Amino-3-iminopyridin-2,6(1H,3H)-diyliden)bis{N2-[2-(dimethylamino)ethyl]pyrazolo[1,5-a]pyridin-2,3-diamin}